C(C=C)N1N(C2=NC(=NC=C2C1=O)S(=O)C)C1=NC(=CC=C1)C 2-allyl-1-(6-methylpyridin-2-yl)-6-(methylsulfinyl)-1,2-dihydro-3H-pyrazolo[3,4-d]pyrimidin-3-one